3-(5-methyl-4-(trifluoromethyl)pyrimidin-2-yl)urea CC=1C(=NC(=NC1)NC(N)=O)C(F)(F)F